N=1N=CCC(C=CC1)=O diazocine-5(4H)-one